FC1=C(C=CC(=C1)F)C=1N=C(SC1)NC(C(C)C1=CC=C(C=C1)CC(C)C)=O N-(4-(2,4-difluorophenyl)thiazol-2-yl)-2-(4-isobutylphenyl)propionamide